4-(5-((2-chlorophenyl)amino)-1H-pyrazolo[4,3-b]pyridin-1-yl)-N-methylthiophene-2-carboxamide ClC1=C(C=CC=C1)NC1=CC=C2C(=N1)C=NN2C=2C=C(SC2)C(=O)NC